C(=O)O.C(=O)O.C(=O)O.C(=O)O.CC1(NC(CC(C1)C(C(C)(CCCCCCCCCCCCC)C1CC(NC(C1)(C)C)(C)C)(C)CCCCCCCCCCCCC)(C)C)C bis(2,2,6,6-tetramethyl-4-piperidyl)ditridecyl-butane tetraformate